C(#N)C=1C=NN2C1C=C(C=C2)C=2C=C(C(=NC2)OC)NS(=O)(=O)C2=C(C=C(C=C2)F)F N-(5-(3-CYANOPYRAZOLO[1,5-A]PYRIDIN-5-YL)2-METHOXYPYRIDIN-3-YL)-2,4-DIFLUORO-BENZENESULFONAMID